5-fluoro-isoindoline-1,3-dione FC=1C=C2C(NC(C2=CC1)=O)=O